(S)-3-amino-8-bromo-6-fluoro-1,3,4,5-tetrahydro-2H-benzo[b]azepin-2-one N[C@H]1CCC2=C(NC1=O)C=C(C=C2F)Br